5-nitro-1-((2-(trimethylsilyl)ethoxy)methyl)-1H-pyrazole-3-carboxylic acid [N+](=O)([O-])C1=CC(=NN1COCC[Si](C)(C)C)C(=O)O